(5-bromo-1-allyl-2-oxoindolin-3-ylidene)hydrazinodithio-carboxylic acid methyl ester CSC(=S)NN=C1C(N(C2=CC=C(C=C12)Br)CC=C)=O